1-(1,4-dioxaspiro[4.5]decan-8-yl)-4-iodo-pyrazole O1CCOC12CCC(CC2)N2N=CC(=C2)I